(3,3,5-trimethylcyclohexyl)pyrrolidine CC1(CC(CC(C1)C)N1CCCC1)C